1-propyl-methyl-imidazole C(CC)N1C(=NC=C1)C